[6-(3-cyclopropyl-1H-1,2,4-triazol-5-yl)-2-azaspiro[3.3]heptan-2-yl]-[6-[[2-methyl-4-(trifluoromethyl)pyrazol-3-yl]methyl]-2,6-diazaspiro[3.3]heptan-2-yl]methanone C1(CC1)C1=NNC(=N1)C1CC2(CN(C2)C(=O)N2CC3(C2)CN(C3)CC=3N(N=CC3C(F)(F)F)C)C1